BrC1=C(C(=O)OC)C=C(N=C1Cl)N1CCS(CC1)(=O)=O methyl 3-bromo-2-chloro-6-(1,1-dioxidothiomorpholino)isonicotinate